(3,5-dichloro-4-((2-(ethoxymethyl)-1-oxo-1,2,3,4-tetrahydroisoquinolin-6-yl)oxy)phenyl)-3,5-dioxo-2,3,4,5-tetrahydro-1,2,4-triazine-6-carbonitrile ClC=1C=C(C=C(C1OC=1C=C2CCN(C(C2=CC1)=O)COCC)Cl)N1N=C(C(NC1=O)=O)C#N